C1N(CC12CCC2)C=2C=C(C=NC2)C=2N=NNC2 4-(5-(2-azaspiro[3.3]heptan-2-yl)pyridin-3-yl)-1H-1,2,3-triazol